O1CCN(CC1)C=1OC=C(N1)CO (2-morpholinooxazol-4-yl)methanol